CN(CCOC1=CC(=C(C=N1)N)OC1=CC=CC=C1)C 6-[2-(dimethylamino)ethoxy]-4-phenoxy-pyridin-3-amine